5-((L)-1-acetoxypropyl)-4-fluorotetrahydrofuran-2,3-diyl diacetate C(C)(=O)OC1OC(C(C1OC(C)=O)F)[C@H](CC)OC(C)=O